COC=1C=C(C=CC1OC)C1=CN=C2N1N=C(C=C2)C2=CC(=C(C=C2)OC)OC 3,6-bis(3,4-dimethoxyphenyl)imidazo[1,2-b]pyridazine